(S)-ethyl 2-((3-chloro-4-methoxyphenyl)((3,4,5-trimethoxyphenyl)amino)methyl)acrylate ClC=1C=C(C=CC1OC)[C@@H](C(C(=O)OCC)=C)NC1=CC(=C(C(=C1)OC)OC)OC